4-((4-(4-(1H-tetrazol-5-yl)phenyl)-1-methylpyrrolidin-3-yl)methyl)-5,7-dimethyl-1H-indole N1N=NN=C1C1=CC=C(C=C1)C1C(CN(C1)C)CC1=C2C=CNC2=C(C=C1C)C